N-(2-amino-5-(oxazol-5-yl)phenyl)-4-(2-(trifluoromethyl)benzoyl)-1H-pyrrole-2-carboxamide NC1=C(C=C(C=C1)C1=CN=CO1)NC(=O)C=1NC=C(C1)C(C1=C(C=CC=C1)C(F)(F)F)=O